CN1C(=NC=C1C=1C=C2C=C(N=CC2=CC1)NC(=O)C1CCC(CC1)CN1CCOCC1)C N-(6-(1,2-dimethyl-1H-imidazol-5-yl)isoquinolin-3-yl)-4-(morpholinylmethyl)cyclohexane-1-carboxamide